C(C)(=O)N1CCC(CC1)NCC1=CC(=NC=C1OC)C(=O)NC1=C(C(=CC=C1)C1=NC=CC(=C1Cl)C1=NC(=C(C=C1)CNCC1NC(CC1)=O)OC)Cl 4-(((1-acetylpiperidin-4-yl)amino)methyl)-N-(2-chloro-3-(3'-chloro-6-methoxy-5-((((5-oxopyrrolidin-2-yl)methyl)amino)methyl)-[2,4'-bipyridin]-2'-yl)phenyl)-5-methoxypicolinamide